4-(4,8-dioxo-4,8-dihydro-1H-thieno[2',3':4,5]benzo[1,2-d][1,2,3]triazol-1-yl)benzonitrile O=C1C2=C(C(C=3N(N=NC31)C3=CC=C(C#N)C=C3)=O)C=CS2